germanium rubidium [Rb].[Ge]